ClC=1C=C(CN2C[C@](CC2)(O)C)C=CC1N1C=NC(=C1)C1=NC(=NC=C1C(F)(F)F)N[C@@H]1[C@@H](CN(CC1)S(=O)(=O)C)F (S)-1-(3-Chloro-4-(4-(2-(((3R,4S)-3-fluoro-1-(methylsulfonyl)piperidin-4-yl)amino)-5-(trifluoromethyl)pyrimidin-4-yl)-1H-imidazol-1-yl)benzyl)-3-methylpyrrolidin-3-ol